triazinetrithiol N1=NN=C(C(=C1S)S)S